N-(6-(3-((1H-indazol-5-yl)amino)-1H-pyrazol-1-yl)pyridin-2-yl)-1-methyl-1H-pyrazole-4-carboxamide N1N=CC2=CC(=CC=C12)NC1=NN(C=C1)C1=CC=CC(=N1)NC(=O)C=1C=NN(C1)C